(±)-trans-N-[8-amino-7-formyl-6-(4-methyl-3-pyridyl)-3-isoquinolyl]-2-cyano-cyclopropanecarboxamide NC=1C(=C(C=C2C=C(N=CC12)NC(=O)[C@H]1[C@@H](C1)C#N)C=1C=NC=CC1C)C=O |r|